3-((7-(5-Methyl-1,2,4-oxadiazol-3-yl)isoquinolin-1-yl)amino)-N-(4-(oxetan-3-yloxy)pyrazolo[1,5-a]pyrazin-2-yl)propanamide CC1=NC(=NO1)C1=CC=C2C=CN=C(C2=C1)NCCC(=O)NC1=NN2C(C(=NC=C2)OC2COC2)=C1